C(C)N(C(C1=C(C=CC(=C1)F)OC1=C(N=CN=N1)N1CC2(CN(C2)C(C(C)C)CC(CN(C)C(C)C)O)CC1)=O)C(C)C N-Ethyl-5-fluoro-2-((5-(2-(5-hydroxy-6-(isopropyl-(methyl)amino)-2-methylhexan-3-yl)-2,6-diazaspiro[3.4]oct-6-yl)-1,2,4-triazin-6-yl)oxy)-N-isopropylbenzamide